FC=1C=C(C(=NC1)C1=CC(=CN1C)C(=O)O)OCC=1C=NC=C(C1)F 5-{5-fluoro-3-[(5-fluoropyridin-3-yl)methoxy]pyridin-2-yl}-1-methyl-1H-pyrrole-3-carboxylic acid